2-[2-(dimethylamino)ethylsulfanyl]-5-(4-fluorophenyl)-N-[4-methyl-3-[[3-(9H-purin-6-yl)-2-pyridyl]amino]-phenyl]-1H-imidazole-4-carboxamide CN(CCSC=1NC(=C(N1)C(=O)NC1=CC(=C(C=C1)C)NC1=NC=CC=C1C1=C2N=CNC2=NC=N1)C1=CC=C(C=C1)F)C